3-carbamimidamido-4-fluorobutanoic acid N(C(=N)N)C(CC(=O)O)CF